CC1(C(CCCC1)CCCNS(=O)(=O)C1=CC=C(C=C1)C)SC1=CC=CC=C1 N-(2-methyl-2-(phenylthio)cyclohexylpropyl)-4-methylbenzenesulfonamide